5-(4-(difluoromethoxy)phenyl)-N-(2-((2R,6S)-2,6-dimethylmorpholinyl)-5-fluoropyrimidin-4-yl)-6-methoxypyridazin-3-amine FC(OC1=CC=C(C=C1)C=1C=C(N=NC1OC)NC1=NC(=NC=C1F)N1C[C@H](O[C@H](C1)C)C)F